3-[[5-[5-(difluoromethyl)-1,3,4-oxadiazol-2-yl]-2-pyridyl]methyl]-5-[4-(piperazin-1-ylmethyl)phenyl]-1,3,4-thiadiazol-2-one FC(C1=NN=C(O1)C=1C=CC(=NC1)CN1C(SC(=N1)C1=CC=C(C=C1)CN1CCNCC1)=O)F